C(C)(C)(C)OC(=O)N1CC2=CC(=NC=C2CC1)/C=N/O 7-[(E)-hydroxyiminomethyl]-3,4-dihydro-1H-2,6-naphthyridine-2-carboxylic acid tert-butyl ester